6-(3-fluorophenyl)-N-((2'-(trifluoromethyl)-2,4'-bipyridin-5-yl)methyl)-2,7-naphthyridin-1-amine FC=1C=C(C=CC1)C=1C=C2C=CN=C(C2=CN1)NCC=1C=CC(=NC1)C1=CC(=NC=C1)C(F)(F)F